2-fluoro-3-[(5'S,7a'R)-5'-(3-fluorophenyl)-3'-oxotetrahydro-1H,3'H-spiro[piperidine-4,2'-pyrrolo[2,1-b][1,3]oxazole]-1-carbonyl]benzonitrile FC1=C(C#N)C=CC=C1C(=O)N1CCC2(C(N3[C@H](O2)CC[C@H]3C3=CC(=CC=C3)F)=O)CC1